Tert-butyl (3R,4R)-3-(2-amino-5-methoxycarbonyl-anilino)-4-fluoro-pyrrolidine-1-carboxylate NC1=C(N[C@@H]2CN(C[C@H]2F)C(=O)OC(C)(C)C)C=C(C=C1)C(=O)OC